C(C1CO1)N(C1=CC=C(C=C1)OCC1CO1)CC1CO1 N,N-diglycidyl-p-glycidyloxyaniline